N,N-bis(2-ethylhexyl)-1,2,4-triazol-1-yl-methaneamine C(C)C(CN(CN1N=CN=C1)CC(CCCC)CC)CCCC